[I-].C(=CCC)C1(C(C2=CC=CC=C2)(C2=CC=CC=C2)P)CC=CC=C1 1-butenyltrityl-phosphine iodide